OC1=CC=C(C=C1)S(=O)(=O)C1=CC=C(C=C1)O p-hydroxyphenylsulfone